[2-(dibenzylamino)-3-fluoropyridin-4-yl]methanol C(C1=CC=CC=C1)N(C1=NC=CC(=C1F)CO)CC1=CC=CC=C1